(3S,4R)-4-(2,6-Difluoro-4-methoxyphenyl)-3-({5-[4-(difluoromethyl)phenyl]-1,3,4-oxadiazol-2-yl}amino)pyrrolidin-2-on FC1=C(C(=CC(=C1)OC)F)[C@H]1[C@@H](C(NC1)=O)NC=1OC(=NN1)C1=CC=C(C=C1)C(F)F